C1=CC=CC=2C(C3=C(CCC21)C=CC=C3)NCCCC[C@H](NC(NS(=O)(=O)C=3C(=C(C2=C(CC(O2)(C)C)C3C)C)C)=N)C(=O)O N'-(10,11-dihydro-5H-dibenzo[a,d][7]annulene-5-yl)-N-((2,2,4,6,7-pentamethyl-2,3-dihydrobenzofuran-5-yl)sulfonyl)carbamimidoyl-L-lysine